BrC1=CC=C(C=C1)N1C=NN(C1=O)CSC1=CC(=C(OCCC(C(=O)OCC)(C)C)C=C1)C Ethyl 2-(4-(((4-(4-bromophenyl)-5-oxo-4,5-dihydro-1H-1,2,4-triazol-1-yl)methyl)thio)-2-methylphenoxy)ethyl-2-methylpropionate